2,2-difluoro-N-(4-fluoro-3-(trifluoromethyl)phenyl)-6-(5-(2-(2-hydroxy-2-methylpropanoyl)-2-azaspiro[3.3]heptan-6-yl)-2-methoxybenzamido)benzo[d][1,3]dioxole-5-carboxamide FC1(OC2=C(O1)C=C(C(=C2)C(=O)NC2=CC(=C(C=C2)F)C(F)(F)F)NC(C2=C(C=CC(=C2)C2CC1(CN(C1)C(C(C)(C)O)=O)C2)OC)=O)F